biphenyltetracarboxylic acid palladium [Pd].C1(=C(C(=C(C(=C1)C(=O)O)C(=O)O)C(=O)O)C(=O)O)C1=CC=CC=C1